BrC=1C=C2C=NN(C2=C(C1)C)C(=O)OC(C)(C)C tert-butyl 5-bromo-7-methyl-indazole-1-carboxylate